C1CNCCC12CCC(CC2)CCC 3-(3-azaspiro[5.5]undecane-9-yl)propane